1-((S)-2-(3-((2-((3S,4R)-3-fluoro-4-methoxypiperidin-1-yl)pyrimidin-4-yl)amino)-8-((R)-3-((methylsulfonyl)methyl)pyrrolidin-1-yl)isoquinolin-5-yl)pyrrolidin-1-yl)prop-2-en-1-one F[C@H]1CN(CC[C@H]1OC)C1=NC=CC(=N1)NC=1N=CC2=C(C=CC(=C2C1)[C@H]1N(CCC1)C(C=C)=O)N1C[C@@H](CC1)CS(=O)(=O)C